C1(CC1)C1=NC(=NO1)C(N1C[C@@H](N(C[C@H]1CC)C=1C2=C(N(C(N1)=O)C)C=CC(=N2)C#N)CC)C2=CC=C(C=C2)F 4-((2s,5r)-4-((5-cyclopropyl-1,2,4-oxadiazol-3-yl)(4-fluorophenyl)methyl)-2,5-diethylpiperazin-1-yl)-1-methyl-2-oxo-1,2-dihydropyrido[3,2-d]pyrimidine-6-carbonitrile